methyl 2-amino-5-bromo-4-iodobenzoate NC1=C(C(=O)OC)C=C(C(=C1)I)Br